dihydroxy-phenylalanine ON([C@@H](CC1=CC=CC=C1)C(=O)O)O